methyl 4'-hydroxy-[1,1'-biphenyl]-3-carboxylate OC1=CC=C(C=C1)C1=CC(=CC=C1)C(=O)OC